CC(CS(=O)(=O)C)C1=C(C(C(=O)N)=CC=C1)C(=O)N 1-methyl-2-methylsulfonylethyl-phthalamide